CNC=1N=NC=CC1 (methylamino)pyridazin